(-)-N-[3-chloro-1-(3-pyridinyl)-1H-pyrazol-4-yl]-N-ethyl-3-[(3,3,3-trifluoropropyl)sulfinyl]propanamide [4-[3-(3,4-Dihydroxyphenyl)prop-2-enoyl]phenyl]3-hydroxybenzenesulfonate OC=1C=C(C=CC1O)C=CC(=O)C1=CC=C(C=C1)OS(=O)(=O)C1=CC(=CC=C1)O.ClC1=NN(C=C1N(C(CCS(=O)CCC(F)(F)F)=O)CC)C=1C=NC=CC1